4-((4-(4H-1,2,4-triazol-3-yl)piperidin-1-yl)sulfonyl)aniline N=1N=C(NC1)C1CCN(CC1)S(=O)(=O)C1=CC=C(N)C=C1